3-(5-(((1R,2S)-2-(4-methoxy-4-methylpiperidin-1-yl)cyclohexyl)oxy)-1-oxoisoindolin-2-yl)piperidine-2,6-dione COC1(CCN(CC1)[C@@H]1[C@@H](CCCC1)OC=1C=C2CN(C(C2=CC1)=O)C1C(NC(CC1)=O)=O)C